dimethyl-diisopropyl-oxysilane C[Si](OC(C)C)(OC(C)C)C